OCCN1N=NC2=C1C=CC(=C2C)C(CC(=O)OCC)C2=CC(=C(C=C2)C)CN2S(OC1=C(C2)C=C(C=C1)OC1=C(C=CC=C1)[N+](=O)[O-])(=O)=O ethyl 3-[1-(2-hydroxyethyl)-4-methyl-1H-benzotriazol-5-yl]-3-(4-methyl-3-{[6-(2-nitrophenoxy)-2,2-dioxo-2H-1,2λ6,3-benzoxathiazin-3(4H)-yl]methyl}phenyl)propanoate